C(C)(C)(C)OC(=O)N1CC2=C([C@@H](C1)C1=C(C=CC=C1)C=1C(=NN(C1)CC)C(C)(F)F)C=C(S2)C#N.BrC=2C=C(C(=NC2)NS(=O)(=O)C2=CC=CC=C2)[N+](=O)[O-] N-(5-bromo-3-nitropyridin-2-yl)benzenesulfonamide tert-butyl-(S)-2-cyano-4-(2-(3-(1,1-difluoroethyl)-1-ethyl-1H-pyrazol-4-yl)phenyl)-4,7-dihydrothieno[2,3-c]pyridine-6(5H)-carboxylate